1-(2-propynyl)-7-methylamino-phenoxazin-3-one C(C#C)C1=CC(C=C2OC3=CC(=CC=C3N=C12)NC)=O